7-Hydroxy-4-(3-trifluoromethylanilino)quinoline azetidin-3-yl-4-[6-[5-(6-methyl-2-pyridyl)-1H-imidazol-4-yl]-3-quinolyl]benzoate N1CC(C1)OC(C1=CC=C(C=C1)C=1C=NC2=CC=C(C=C2C1)C=1N=CNC1C1=NC(=CC=C1)C)=O.OC1=CC=C2C(=CC=NC2=C1)NC1=CC(=CC=C1)C(F)(F)F